FC1(CCNCC1)COC1=NOC(=C1)[C@H](C(=O)N1[C@@H](C[C@H](C1)O)C(=O)N[C@@H](C)C1=CC=C(C=C1)C1=C(N=CS1)C)C(C)C (2S,4R)-1-[(2R)-2-[3-[(4-fluoro-4-piperidyl)methoxy]isoxazol-5-yl]-3-methyl-butanoyl]-4-hydroxy-N-[(1S)-1-[4-(4-methylthiazol-5-yl)phenyl]ethyl]pyrrolidine-2-carboxamide